N[C@H](CN1C(C2=CC=CC=C2C1=O)=O)CC1=CC(=CC=C1)F (S)-2-(2-amino-3-(3-fluorophenyl)propyl)isoindoline-1,3-dione